N=1ON=C2C1C=CC=C2 2,1,3-benzoxadiazol